CO[Si](C1=CC(=CC=C1)C(=C)C)(OC)OC trimethoxy(3-isopropenylphenyl)silane